C12(CC2C1)C(=O)OCC1=CC=CC=C1 benzyl bicyclo[1.1.0]butane-1-formate